[1,4]oxazine-2-carbonitrile O1C(C=NC=C1)C#N